ClC=1C(=NC=CC1C1=C(C(=CC=C1)C1=CC=C2C(=N1)N(C=C2CNC[C@@H]2OCC2)C)Cl)C2=CC(=C(CNC[C@@H]1CCC(N1)=O)C=C2)OC (S)-5-(((4-(3-chloro-4-(2-chloro-3-(1-methyl-3-(((((R)-oxetan-2-yl)methyl)amino)methyl)-1H-pyrrolo[2,3-b]pyridin-6-yl)phenyl)pyridin-2-yl)-2-methoxybenzyl)amino)methyl)pyrrolidin-2-one